N-[[5-[5-(difluoromethyl)-1,3,4-oxadiazol-2-yl]-3-fluoro-2-pyridinyl]methyl]-N-(4-fluorophenyl)-1-imino-1-oxo-1,4-thiazine-4-sulfonamide FC(C1=NN=C(O1)C=1C=C(C(=NC1)CN(S(=O)(=O)N1C=CS(C=C1)(=O)=N)C1=CC=C(C=C1)F)F)F